CC1=NC(=CC=C1N1CCN(CC1)CC=1C=CC=2C3=C(C(NC2C1)=O)N(C=C3)C)C(NC)=O 7-((4-(2-methyl-6-(methylcarbamoyl)pyridin-3-yl)piperazin-1-yl)methyl)-3-methyl-3,5-dihydro-4H-pyrrolo[2,3-c]quinolin-4-one